C(CCCCCCC)(=O)O.C(CCCCCCC)(=O)O.C(CCCCCCC)(=O)O.C(O)C(C)(CO)CO 1,1,1-Trimethylolethane tricaprylate